ClC=1C=C2C(=NN1)N(C(C1(N2CCN(C1)C(=O)OC(C)(C)C)CC)=O)C(=O)OC(C)(C)C di-tert-butyl 2-chloro-6a-ethyl-6-oxo-6a,7,9,10-tetrahydro-5H-pyrazino[1',2':4,5]pyrazino[2,3-c]pyridazine-5,8(6H)-dicarboxylate